C(C)(C)(C)OC(C[C@H]1C[C@@H](N(C1)C(=O)OC(C)(C)C)C(=O)OC)=O 1-(tert-butyl) 2-methyl (2R,4R)-4-(2-(tert-butoxy)-2-oxoethyl)pyrrolidine-1,2-dicarboxylate